C(C)(C)N1N=C2N(C(C(=CC2=C1)C1=CC2=CN(N=C2C=C1)C)=O)C1=CC=C(C=C1)OC(F)F 2-isopropyl-7-(4-(difluoromethoxy)phenyl)-5-(2-methyl-2H-indazol-5-yl)-2,7-dihydro-6H-pyrazolo[3,4-b]pyridin-6-one